methylenebis(N,N-dimethylaniline) CN(C)C1=CC=CC=C1CC2=CC=CC=C2N(C)C